N1(CCC1)C1=C(CN2CCCC23CCN(CC3)C(=O)OC(C(F)(F)F)C(F)(F)F)C=CC(=C1)C(F)(F)F 1,1,1,3,3,3-hexafluoropropan-2-yl 1-(2-(azetidin-1-yl)-4-(trifluoromethyl) benzyl)-1,8-diazaspiro[4.5]decane-8-carboxylate